CC1=CC=C(C=N1)OCCN(CC[C@@H](C(=O)O)NC1=NC(=NC2=CC=CC=C12)C=1C=NC=CC1)CCCCC1=NC=2NCCCC2C=C1 (S)-4-((2-((6-methylpyridin-3-yl)oxy)ethyl)(4-(5,6,7,8-tetrahydro-1,8-naphthyridin-2-yl)butyl)amino)-2-((2-(pyridin-3-yl)quinazolin-4-yl)amino)butanoic acid